C(C)N1N=C(C=C1OC1=CC(=C(C=C1C)/N=C/N(C)CC)C)C(F)(F)F (E)-N'-[4-(1-ethyl-3-trifluoromethyl-1H-pyrazole-5-oxy)-2,5-dimethylphenyl]-N-ethyl-N-methylformamidine